2-(6-(((1S,4S,5S,6S)-6-fluoro-1-methyl-2-azabicyclo[2.2.1]heptan-5-yl)(methyl)amino)pyridazin-3-yl)-5-(1H-imidazol-1-yl)phenol F[C@H]1[C@H]([C@@H]2CN[C@]1(C2)C)N(C2=CC=C(N=N2)C2=C(C=C(C=C2)N2C=NC=C2)O)C